7-Aminoheptanamide NCCCCCCC(=O)N